(6s,8r)-6-(6-bromo-4-methoxypyridin-3-yl)-7-((1-fluorocyclopropyl)methyl)-8-methyl-6,7,8,9-tetrahydro-3H-pyrazolo[4,3-f]isoquinoline BrC1=CC(=C(C=N1)[C@H]1N([C@@H](CC2=C3C(=CC=C12)NN=C3)C)CC3(CC3)F)OC